tert-butyl (2R,4S)-4-[5-[(tert-butoxycarbonyl)(methyl)amino]-4-carbamoyl-3-ethynylpyrazol-1-yl]-2-(methoxymethyl)pyrrolidine-1-carboxylate C(C)(C)(C)OC(=O)N(C1=C(C(=NN1[C@H]1C[C@@H](N(C1)C(=O)OC(C)(C)C)COC)C#C)C(N)=O)C